1,3-Dihydroxy-6H-dibenzo[b,d]pyran-6-one OC1=CC(=CC=2OC(C3=C(C21)C=CC=C3)=O)O